2,2,2-Trifluoroethyl 2-(5-(4-ethylphenyl)-7-phenyl-5,6-diazaspiro[2.4]hept-6-en-4-yl)-2-methylpropanoate C(C)C1=CC=C(C=C1)N1C(C2(CC2)C(=N1)C1=CC=CC=C1)C(C(=O)OCC(F)(F)F)(C)C